4-(4-(3-methylbenzenesulfonyl)-3,4-dihydro-2H-pyrido[4,3-b][1,4]oxazine-8-yl)benzonitrile CC=1C=C(C=CC1)S(=O)(=O)N1C2=C(OCC1)C(=CN=C2)C2=CC=C(C#N)C=C2